N,N-dimethylthiazole-5-sulfonamide CN(S(=O)(=O)C1=CN=CS1)C